FC1(CCC(CC1)N1N=C(C=C1C)C=1C(=C(C(=O)N)C=CC1S(=O)(=N)CCCO)N1CCC2(CC2)CC1)F (1-(4,4-difluorocyclohexyl)-5-methyl-1H-pyrazol-3-yl)-4-(3-hydroxypropylsulfonimidoyl)-2-(6-azaspiro[2.5]octan-6-yl)benzamide